Cl.Cl.C(C)(C)(C)OC(=O)N1CCNCCNCC1 1-tert-Butoxycarbonyl-1,4,7-triazacyclononane dihydrochloride